N-{4-amino-2-[3-(trifluoromethyl)phenyl]butan-2-yl}-2-methylpropan-2-sulfinamide NCCC(C)(C1=CC(=CC=C1)C(F)(F)F)NS(=O)C(C)(C)C